2-[2-chloro-3-(trifluoromethyl)benzamido]-4H,6H,7H-thieno[3,2-c]pyran-3-carboxylic acid ClC1=C(C(=O)NC2=C(C=3COCCC3S2)C(=O)O)C=CC=C1C(F)(F)F